ClC=1C(=CC(=C(C1)S1CC(CN2C(N=CC3=CC(=CC1=C23)C(F)(F)F)=O)OC)F)F 1-(5-chloro-2,4-difluorophenyl)-3-methoxy-10-(trifluoromethyl)-3,4-dihydro-2H,6H-[1,4]thiazepino[2,3,4-ij]quinazolin-6-one